4-[[trans-4-[[[[4-(Trifluoromethoxy)phenyl]amino]carbonyl]amino]cyclohexyl]oxy]benzoic acid FC(OC1=CC=C(C=C1)NC(=O)N[C@@H]1CC[C@H](CC1)OC1=CC=C(C(=O)O)C=C1)(F)F